N1(CCC1)C1=NC2=CC(=CC=C2C=C1)OC[C@@H]1[C@H](C[C@@H](C1)N1C=C(C2=C1N=CN=C2NCC2=C(C=C(C=C2)OC)OC)C2=NN(C=C2)C)O (1S,2R,4R)-2-({[2-(azetidin-1-yl)quinolin-7-yl]oxy}methyl)-4-(4-{[(2,4-dimethoxyphenyl)methyl]amino}-5-(1-methyl-1H-pyrazol-3-yl)-7H-pyrrolo[2,3-d]pyrimidin-7-yl)cyclopentan-1-ol